Acrylaminopropyltrimethylammonium chlorid [Cl-].C(=O)(C=C)NCCC[N+](C)(C)C